(4-cyano-5-fluoropyridin-3-yl)ammonia C(#N)C1=C(C=NC=C1F)N